[Al+3].[O-2].[Al+3].[O-2].[O-2] Aluminium oxid Aluminium